[1-(5-bromo-6-methyl-pyridin-2-yl)-pyrrolidin-3-ylmethyl]-carbamic acid, tert-butyl ester BrC=1C=CC(=NC1C)N1CC(CC1)CNC(OC(C)(C)C)=O